NC1=C2C(=NC=N1)N(N=C2C2=CC(=CC=C2)O)CC2=NC1=CC=CC(=C1C(N2CC2=C(C=CC=C2)Cl)=O)C#CCOCCOCCOC 2-((4-Amino-3-(3-hydroxyphenyl)-1H-pyrazolo[3,4-d]pyrimidin-1-yl)methyl)-3-(2-chlorobenzyl)-5-(3-(2-(2-methoxyethoxy)ethoxy)prop-1-yn-1-yl)quinazolin-4(3H)-one